CC1=NC=C(C(=O)NCC2=CC=C(C(=O)OCC)C=C2)C=C1 ethyl 4-((6-methylnicotinamido)methyl)benzoate